N=1NCC(=CC1)C(=O)N 2,3-dihydropyridazine-4-carboxamide